tert-butyl (R)-6-(2-acrylamido-4-((6-(3-(3'-fluoro-[1,1'-biphenyl]-3-yl)-isoxazolidin-2-yl)-pyrimidin-4-yl)-amino)-5-methoxy-phenyl)-2,6-diazaspiro[3.3]-heptane-2-carboxylate C(C=C)(=O)NC1=C(C=C(C(=C1)NC1=NC=NC(=C1)N1OCC[C@@H]1C=1C=C(C=CC1)C1=CC(=CC=C1)F)OC)N1CC2(CN(C2)C(=O)OC(C)(C)C)C1